N-(4-(4-amino-7-(hydroxymethyl)-5-(4-((6-methylpyridin-2-yl)oxy)phenyl)pyrrolo[2,1-f][1,2,4]triazin-6-yl)phenyl)acrylamide NC1=NC=NN2C1=C(C(=C2CO)C2=CC=C(C=C2)NC(C=C)=O)C2=CC=C(C=C2)OC2=NC(=CC=C2)C